ClC=1C=C2C(=CN=C(C2=CN1)N1C(CC1)C(F)F)C(C)C 6-chloro-1-(2-(difluoromethyl)azetidin-1-yl)-4-isopropyl-2,7-naphthyridin